C1(CCC1)N1C(=NC2=C1C=C(C=C2)C(C)(C)O)NC(=O)[C@H]2C(C2)(C)C (R)-N-(1-cyclobutyl-6-(2-hydroxypropan-2-yl)-1H-benzo[d]imidazol-2-yl)-2,2-dimethylcyclopropane-1-carboxamide